O[C@H](CO)C1=CC(=CC(=N1)C(=O)N)C=1C=C2C=CN(C2=CC1)CC(C)C (S)-6-(1,2-dihydroxyethyl)-4-(1-isobutyl-1H-indol-5-yl)picolinamide